(13R)-13-methyl-19-(oxan-2-yl)-8,11,14-trioxa-4,5,19,20,23-pentaazatetracyclo[13.5.2.12,5.018,21]tricosa-1(20),2(23),3,15(22),16,18(21)-hexaene C[C@@H]1COCCOCCN2N=CC(C3=NN(C=4C=CC(O1)=CC34)C3OCCCC3)=N2